FC=1C=C(C=C(C1O)F)[C@@H](CN1C[C@H]2[C@@](C1)([C@@H]([C@@H](C2)OC2=C(C=CC=C2)F)O)O)O (3ar,4r,5r,6as)-2-((S)-2-(3,5-difluoro-4-hydroxyphenyl)-2-hydroxyethyl)-5-(2-fluorophenoxy)hexahydrocyclopenta[c]pyrrole-3a,4(1H)-diol